O=C1OC(C2=CC(=CC=C12)OC(F)(F)F)P(OC)(OC)=O Dimethyl (3-oxo-6-(trifluoromethoxy)-1,3-dihydroisobenzofuran-1-yl)phosphonate